5-(2,2,2-trifluoroethoxy)-pyridine FC(COC=1C=CC=NC1)(F)F